NC=1C(=C(C#N)C=C(C1)Br)Cl 3-amino-5-bromo-2-chlorobenzonitrile